C(C)(C)(C)OC(=O)N1[C@@H]2CN([C@H](C1)C2)CC2=C(C=C(C=C2)F)F (1S,4S)-5-(2,4-difluorobenzyl)-2,5-diazabicyclo[2.2.1]heptane-2-carboxylic acid tert-butyl ester